OC1C(N(CC1)C=1C=C2C(=C(NC2=CC1)C1=CC(=NC=C1)C)C(C)C)=O 3-hydroxy-1-(3-isopropyl-2-(2-methylpyridin-4-yl)-1H-indol-5-yl)pyrrolidin-2-one